O(C1=CC=CC=C1)C=1C=CC2=CC3=CC=C(C=C3[O+]=C2C1)OC1=CC=CC=C1 3,6-diphenoxy-xanthylium